C[C@@H]1CNC(C=2N1C1=C(C2)C=CC(=N1)C(=O)OC)=O methyl (R)-9-methyl-6-oxo-6,7,8,9-tetrahydropyrido[3',2':4,5]pyrrolo[1,2-a]pyrazine-2-carboxylate